3-(bromomethyl)-2-chloro-5-fluoropyridine BrCC=1C(=NC=C(C1)F)Cl